1-((2,4-dichlorobenzyl)oxy)-3-(1-ethyl-5-(5-(morpholinomethyl)-1,2,4-oxadiazol-3-yl)-1H-indol-3-yl)urea ClC1=C(CONC(=O)NC2=CN(C3=CC=C(C=C23)C2=NOC(=N2)CN2CCOCC2)CC)C=CC(=C1)Cl